3-[6-[5-[tert-butyl(dimethyl)silyl]oxy-3,3-difluoro-pentoxy]-1-oxo-2-isoquinolyl]-1-(2-trimethylsilylethoxymethyl)piperidine-2,6-dione [Si](C)(C)(C(C)(C)C)OCCC(CCOC=1C=C2C=CN(C(C2=CC1)=O)C1C(N(C(CC1)=O)COCC[Si](C)(C)C)=O)(F)F